Isocyanatopropyl-trioxyethyl-silane N(=C=O)CCCOOOCC[SiH3]